O[C@@H]1C[C@H](N(C1)C([C@@H](C(C)C)C1=CC(=NO1)OCC=O)=O)C(=O)N[C@@H](C)C1=CC=C(C=C1)C1=CN=C(S1)C (2S,4R)-4-hydroxy-N-[(1S)-1-[4-(2-methyl-1,3-thiazol-5-yl)phenyl]ethyl]-1-[(2S)-3-methyl-2-[3-(2-oxoethoxy)-1,2-oxazol-5-yl]butanoyl]pyrrolidine-2-carboxamide